C(CCCCCCCCCCCCCCCCCCCCCCCCC)(=O)Cl cerotoyl chloride